2-formyl-1,10-phenanthroline C(=O)C1=NC2=C3N=CC=CC3=CC=C2C=C1